4-(3-(4-(4-(2-(benzyloxy)-1-(5-fluoropyridin-2-yl)ethoxy)-3-chloropyrazolo[1,5-a]pyridin-6-yl)-5-methyl-1H-1,2,3-triazol-1-yl)cyclobutyl)piperazine-1-carboxylic acid tert-butyl ester C(C)(C)(C)OC(=O)N1CCN(CC1)C1CC(C1)N1N=NC(=C1C)C=1C=C(C=2N(C1)N=CC2Cl)OC(COCC2=CC=CC=C2)C2=NC=C(C=C2)F